tert-butyl (1R,4R,5S)-5-((2-((Sa)-1-(benzyloxy)ethyl)-6-(2-cyanoethyl)-7-(2,3-dichlorophenyl)-8-fluoro-3-iodoquinolin-4-yl)amino)-2-azabicyclo[2.1.1]hexane-2-carboxylate C(C1=CC=CC=C1)OC(C)C1=NC2=C(C(=C(C=C2C(=C1I)N[C@H]1[C@H]2CN([C@@H]1C2)C(=O)OC(C)(C)C)CCC#N)C2=C(C(=CC=C2)Cl)Cl)F